C(C1=CC=CC=C1)N1C[C@H]2CN(C[C@H]2C1)CC(F)F (3aR,6aS)-2-benzyl-5-(2,2-difluoroethyl)-octahydropyrrolo[3,4-C]pyrrole